CSC[C@@H](C)O (R)-1-(methylthio)propan-2-ol